1-Cyclopropyl-4-fluoro-6-(1'-isopropyl-[1,4'-bipiperidin]-4-yl)-2-(4-(methylsulfonyl)phenyl)-1H-benzo[d]imidazol C1(CC1)N1C(=NC2=C1C=C(C=C2F)C2CCN(CC2)C2CCN(CC2)C(C)C)C2=CC=C(C=C2)S(=O)(=O)C